NCCCOCCCNC(OC(C)(C)C)=O Tert-Butyl (3-(3-aminopropoxy)propyl)carbamate